C(C)(C)S(=O)(=O)CCCCCCCCCCC(=O)N 11-(isopropylsulfonyl)undecanamide